(S)-3-(5-bromo-2-(2-(1-methoxyethyl) pyridin-3-yl)-1-(2,2,2-trifluoroethyl)-1H-indol-3-yl)-2,2-dimethylpropyl acetate C(C)(=O)OCC(CC1=C(N(C2=CC=C(C=C12)Br)CC(F)(F)F)C=1C(=NC=CC1)[C@H](C)OC)(C)C